tert-Butyl (3R)-3-(((4-(4-bromo-6-chloro-1-(tetrahydro-2H-pyran-2-yl)-1H-indazol-5-yl)butyl)sulfinyl)methyl)piperidine-1-carboxylate BrC1=C2C=NN(C2=CC(=C1CCCCS(=O)C[C@H]1CN(CCC1)C(=O)OC(C)(C)C)Cl)C1OCCCC1